2-(3-{[(2S)-azetidin-2-yl]methoxy}pyridin-4-yl)-3-(3-chloro-2-methoxyanilino)-1,5,6,7-tetrahydro-4H-pyrrolo[3,2-c]pyridin-4-one N1[C@@H](CC1)COC=1C=NC=CC1C1=C(C=2C(NCCC2N1)=O)NC1=C(C(=CC=C1)Cl)OC